3-[7-chloro-1-methyl-8-(trifluoromethyl)-4H-[1,2,4]triazolo[4,3-a][1,4]benzodiazepin-6-yl]-4-fluoro-phenol ClC1=C(C=CC2=C1C(=NCC=1N2C(=NN1)C)C=1C=C(C=CC1F)O)C(F)(F)F